1-(3-(2-Chlorophenyl)-1,2,4-oxadiazol-5-yl)-N-((1-(4-methylbenzyl)pyrrolidin-3-yl)methyl)piperidine-4-carboxamide ClC1=C(C=CC=C1)C1=NOC(=N1)N1CCC(CC1)C(=O)NCC1CN(CC1)CC1=CC=C(C=C1)C